3-(benzenesulfonyl)-1,2,5-oxadiazole 2-oxide C1(=CC=CC=C1)S(=O)(=O)C1=[N+](ON=C1)[O-]